1-{[(2S,4R)-4-ethyl-4-fluoro-5-oxopyrrolidin-2-yl]methoxy}-7-methoxyisoquinoline-6-carboxamide C(C)[C@]1(C[C@H](NC1=O)COC1=NC=CC2=CC(=C(C=C12)OC)C(=O)N)F